ClC1=CC(=C(C=C1)/C(/C#N)=C/C1=CC(=C(C=C1)Cl)Cl)F (Z)-2-(4-chloro-2-fluorophenyl)-3-(3,4-dichlorophenyl)acrylonitrile